tetranonyl pyromellitate C(C=1C(C(=O)OCCCCCCCCC)=CC(C(=O)OCCCCCCCCC)=C(C(=O)OCCCCCCCCC)C1)(=O)OCCCCCCCCC